FC=1C(=C(C=CC1F)[C@H]1[C@@H](O[C@@]([C@@H]1C)(C(F)(F)F)C)C(=O)NC1=CC(=NC=C1)C(=O)N)C=C 4-[[(2R,3S,4R,5S)-3-(3,4-Difluoro-2-vinyl-phenyl)-4,5-dimethyl-5-(trifluoromethyl)tetrahydrofuran-2-carbonyl]amino]pyridin-2-carboxamid